{(E)-(S)-15-[(4-Aminomethyl-cyclohexanecarbonyl)-amino]-9-oxo-8,17,19-triaza-tricyclo[14.2.1.02,7]nonadeca-1(18),2,4,6,12,16(19)-hexaen-5-yl}-carbamic Acid methyl ester COC(NC1=CC=C2C3=CNC([C@H](C/C=C/CCC(NC2=C1)=O)NC(=O)C1CCC(CC1)CN)=N3)=O